COC1=CC=C(C=N1)C(CC(=O)O)N1N=C(C=C1)CCCC1=NC=2NCCCC2C=C1 3-(6-methoxypyridin-3-yl)-3-(3-(3-(5,6,7,8-tetrahydro-1,8-naphthyridin-2-yl)propyl)-1H-pyrazol-1-yl)propionic acid